Methyl (E)-3-(4-((2-(5-fluoro-2-methylbenzoyl)-6-hydroxybenzo[b]thiophen-3-yl)oxy)phenyl)acrylate FC=1C=CC(=C(C(=O)C2=C(C3=C(S2)C=C(C=C3)O)OC3=CC=C(C=C3)/C=C/C(=O)OC)C1)C